C(C)OC(=O)C=1N=NNC1OC1=CC(=CC=C1)C#CCC(C)(C)F 5-(3-(4-fluoro-4-methylpent-1-ynyl)phenoxy)-1H-1,2,3-triazole-4-carboxylic acid ethyl ester